FC(C(=O)O)(F)F.C(O[2H])([2H])([2H])[2H] methanol-d4 Trifluoroacetate salt